sulfenyl-pyrazine S=C1NC=CN=C1